O(C1=CC=CC=C1)C=1C=C(C=CC1)[C@H]1NOCC1 (S)-3-(3-phenoxyphenyl)isoxazolidine